C1OCC12CN(CC2)C2=NC=CC1=C2N=C(N=C1)NC1=C(C=C(C#N)C=C1)Cl 4-((8-(2-oxa-6-azaspiro[3.4]octan-6-yl)pyrido[3,4-d]pyrimidin-2-yl)amino)-3-chlorobenzonitrile